tert-butyl 4-{[(2S,4S)-4-[(cyclopropylmethyl) sulfanyl]-2-[4-(methoxycarbonyl) phenyl] piperidin-1-yl] methyl}-5-methoxy-7-methyl-1H-indole-1-carboxylate C1(CC1)CS[C@@H]1C[C@H](N(CC1)CC1=C2C=CN(C2=C(C=C1OC)C)C(=O)OC(C)(C)C)C1=CC=C(C=C1)C(=O)OC